6-cis-diphenylhexamethylcyclotetrasiloxane C1(=CC=CC=C1)[Si]1(O[Si](O[Si](O[Si](O1)(C)C)(C)C)(C)C)C1=CC=CC=C1